1-(5-((4-(4-((4-((3-(methylsulfonyl)benzyl)amino)-5-(trifluoromethyl)pyrimidin-2-yl)amino)phenyl)piperazin-1-yl)methyl)-1-oxoisoindolin-2-yl)dihydropyrimidine-2,4(1H,3H)-dione CS(=O)(=O)C=1C=C(CNC2=NC(=NC=C2C(F)(F)F)NC2=CC=C(C=C2)N2CCN(CC2)CC=2C=C3CN(C(C3=CC2)=O)N2C(NC(CC2)=O)=O)C=CC1